C(C1=CC=CC=C1)OC1[C@@H](N([C@@H](C1)C)C1=NN=NN1C)COC1CCC(CC1)C1=CC=CC=C1 5-((2S,5R)-3-(benzyloxy)-5-methyl-2-((((1s,4R)-4-phenylcyclohexyl)oxy)-methyl)pyrrolidin-1-yl)-1-methyl-1H-tetrazole